1-(2-(1H-indol-3-yl)ethyl)-6-methoxy-2-((tetrahydro-2H-pyran-4-yl)methyl)-1,2,3,4-tetrahydroisoquinolin-7-ol N1C=C(C2=CC=CC=C12)CCC1N(CCC2=CC(=C(C=C12)O)OC)CC1CCOCC1